3-Bromo-N-cyclopropyl-pyridin-2-amine BrC=1C(=NC=CC1)NC1CC1